B(=O)B=O diboron dioxide